Cl.CC1N(CCCNC1)S(=O)(=O)C1=C2C=CN=C(C2=CC=C1)O 5-((2-methyl-1,4-diazepan-1-yl)sulfonyl)isoquinolin-1-ol hydrochloride